C(C)C1=CC=C(C=C1)C=1NC(=NN1)SCC(CC1=CC=CC=C1)=O 1-((5-(4-ethylphenyl)-4H-1,2,4-triazol-3-yl)thio)-3-phenylpropan-2-on